C(C1=CC=CC=C1)O[C@@H]1[C@H]([C@@H](OCC=C)O[C@@H]([C@H]1OCC1=CC=CC=C1)COP(=O)(OCC1=CC=CC=C1)OCC1=CC=CC=C1)NC(=O)OCC(Cl)(Cl)Cl Allyl 3,4-di-O-benzyl-6-O-[bis(benzyloxy) phosphoryl]-2-deoxy-2-{[(2,2,2-trichloroethoxy) carbonyl] amino}-α-D-Glucopyranoside